2-(7-bromo-5-(sec-butoxy)benzo[b]thiophen-2-yl)-4-methylthiazole-5-carboxylic acid ethyl ester C(C)OC(=O)C1=C(N=C(S1)C1=CC2=C(S1)C(=CC(=C2)OC(C)CC)Br)C